C(C=C)C1=C(C=C(C(=C1)OC)OC)O 2-allyl-4,5-dimethoxyphenol